O1C=NC(=C1)CC1=CC=C(C=C1)NC(OCC1=CC=C(C=C1)Cl)=O 4-chlorobenzyl (4-(oxazol-4-ylmethyl)phenyl)carbamate